N,N-dimethyl-4-morpholino-2-[(2E)-2-(m-tolylmethylene)hydrazino]thieno[3,2-d]pyrimidine-6-carboxamide CN(C(=O)C1=CC=2N=C(N=C(C2S1)N1CCOCC1)N/N=C/C=1C=C(C=CC1)C)C